C[C@@H]1CC[C@H]([C@@H](C1)C(=O)O)C(C)C (1R,2S,5R)-5-methyl-2-isopropyl-cyclohexyl-formic acid